2-(1-acetyl-1H-indol-3-yl)-N-(2-((3-chloro-2-fluorobenzyl)amino)-2-oxoethyl)-N-isopropylacetamide C(C)(=O)N1C=C(C2=CC=CC=C12)CC(=O)N(C(C)C)CC(=O)NCC1=C(C(=CC=C1)Cl)F